CC1=NOC(=C1C=1C=C2C(=NC1)C(=CN2C(=O)OC(C)(C)C)I)C tert-butyl 6-(3,5-dimethylisoxazol-4-yl)-3-iodo-1H-pyrrolo[3,2-b]pyridine-1-carboxylate